2-(1-acetyl-6-(2-methylpyrimidin-5-yl)-1H-indol-3-yl)acetic acid C(C)(=O)N1C=C(C2=CC=C(C=C12)C=1C=NC(=NC1)C)CC(=O)O